(S)-3-((4-(2-amino-4-methoxy-4-oxobutyl)phenyl)ethynyl)benzoic acid methyl ester COC(C1=CC(=CC=C1)C#CC1=CC=C(C=C1)C[C@@H](CC(=O)OC)N)=O